C(C1=CC=C(C(=O)OCC(CC)C)C=C1)(=O)OCC(CC)C di(2-methylbutyl) terephthalate